N-(trichloromethyl-thio)cyclohex-4-ene-1,2-dicarboximide ClC(SN1C(=O)C2C(CC=CC2)C1=O)(Cl)Cl